C[C@]12CC(C[C@](CC1)(N2)C)N(C=2SC1=C(C=NC(=C1)C=1N=C3N(C=C(N=C3C)C)C1)N2)C N-[(1R,3s,5S)-1,5-Dimethyl-8-azabicyclo[3.2.1]octan-3-yl]-6-(6,8-dimethylimidazo[1,2-a]pyrazin-2-yl)-N-methyl[1,3]thiazolo[4,5-c]pyridin-2-amin